1-methyl-8-(1-methyl-1H-pyrazol-4-yl)-2,3,4,5-tetrahydro-1H-benzo[b][1,4]diazepine-7-carbonitrile CN1C2=C(NCCC1)C=C(C(=C2)C=2C=NN(C2)C)C#N